1-(4-bromo-2-fluorophenyl)-2-methylpropan-1-one BrC1=CC(=C(C=C1)C(C(C)C)=O)F